FC(C=1C=CC(=NC1)C1=C(C=C2C=C(NC2=C1)CNC(C)=O)F)F N-({6-[5-(difluoromethyl)-2-pyridyl]-5-fluoro-2-indolyl}methyl)acetamide